FC=1C=C(C=CC1F)N1CCN(CC1)C(=O)NC1=NC=C(C=N1)O 4-(3,4-difluorophenyl)-N-(5-hydroxypyrimidin-2-yl)-piperazine-1-carboxamide